CC1=C(C=C(C=C1)OC1CCNCC1)C1C(NC(CC1)=O)=O 3-[2-methyl-5-(4-piperidyloxy)phenyl]piperidine-2,6-dione